tert-butyl (R)-(8,9-difluoro-5,6-dihydro-4H-pyrrolo[3,2,1-ij]quinolin-5-yl)carbamate FC=1C=C2C[C@H](CN3C2=C(C1F)C=C3)NC(OC(C)(C)C)=O